ClC=1C=C(C(=NC1)OC1=CC=C(C=C1)C1=NC=CC(=C1)CC(=O)O)F 2-(2-(4-((5-chloro-3-fluoropyridin-2-yl)oxy)phenyl)pyridin-4-yl)acetic acid